2,4-dichloro-5-(ethoxymethyl-d2)pyrimidine methyl-2-methoxy-4-methyl-5-nitrobenzoate COC(C1=C(C=C(C(=C1)[N+](=O)[O-])C)OC)=O.ClC1=NC=C(C(=N1)Cl)C([2H])([2H])OCC